1-(3-((trimethylsilyl)oxy)propyl)piperazine C[Si](OCCCN1CCNCC1)(C)C